(Z)-5-(2-oxo-1-phenylindolin-3-ylidene)undecanoic acid O=C\1N(C2=CC=CC=C2/C1=C(/CCCC(=O)O)\CCCCCC)C1=CC=CC=C1